COC1=NC=CC=C1CC(=O)O (2-methoxypyridyl)acetic acid